(1-chloro-8-fluoro-5-((4-methoxy-5-(trifluoromethyl)pyridin-2-yl)amino)-5,6-dihydroisoquinolin-5-yl)methanol ClC1=NC=CC=2C(CC=C(C12)F)(NC1=NC=C(C(=C1)OC)C(F)(F)F)CO